N-[1-[1-[2-[1-(3-Fluoro-2-methylphenyl)-4-piperidyl]ethyl]-4,5,6,7-tetrahydroindazol-3-carbonyl]-4-piperidyl]acetamid FC=1C(=C(C=CC1)N1CCC(CC1)CCN1N=C(C=2CCCCC12)C(=O)N1CCC(CC1)NC(C)=O)C